ClC1=C(C=2N=C(N=C(C2C=N1)N1CC2CCC(C1)N2C(=O)OC(C)(C)C)OCC2(CC2)CN2CCC(CC2)CCO)F tert-butyl (3-{7-chloro-8-fluoro-2-[(1-{[4-(2-hydroxyethyl)piperidin-1-yl]methyl} cyclopropyl)methoxy]pyrido[4,3-d]pyrimidin-4-yl}-3,8-diazabicyclo[3.2.1]octan-8-yl)formate